ethyl 2-(benzhydrylideneamino)-2-(4-(trifluoromethyl)pyrimidin-2-yl)acetate C(C1=CC=CC=C1)(C1=CC=CC=C1)=NC(C(=O)OCC)C1=NC=CC(=N1)C(F)(F)F